ClC=1C=CC(=C(C1)CNC(=O)C1=NC=CC(=C1)NC(C(C)(C)C)=O)O N-[(5-Chloro-2-hydroxy-phenyl)methyl]-4-(2,2-dimethylpropanoylamino)pyridine-2-carboxamide